(2E)-3-(4-chlorophenyl)-2-propene ClC1=CC=C(C=C1)/C=C/C